3,4-dichloro-6,7,8,9-tetrahydropyrido[1,2-a]indol-1-ol ClC=1C=C(C=2C=C3N(C2C1Cl)CCCC3)O